tert-butyl ((1S,3R)-3-((5-(Trifluoromethyl)thiazol-2-yl)amino)cyclohexyl)carbamate FC(C1=CN=C(S1)N[C@H]1C[C@H](CCC1)NC(OC(C)(C)C)=O)(F)F